NC1=C(C(=O)OC2=CC=CC=C2)C=C(N=C1Cl)C(F)(F)F Phenyl 3-amino-2-chloro-6-(trifluoromethyl)isonicotinate